2,6-bis(1,1,2-trifluoro-2-(perfluoromorpholino)ethyl)-1,4-dioxane FC(C(N1C(C(OC(C1(F)F)(F)F)(F)F)(F)F)F)(F)C1OC(COC1)C(C(F)N1C(C(OC(C1(F)F)(F)F)(F)F)(F)F)(F)F